ClC=1C(=C2N=C(N=C3C2=C([C@@H](C[C@@H]2[C@@H]4CC[C@H](CN32)N4C(=O)OC(C)(C)C)CC)N1)SCC)F tert-butyl (4R,5aR,6S,9R)-2-chloro-4-ethyl-12-(ethylthio)-1-fluoro-4,5,5a,6,7,8,9,10-octahydro-3,10a,11,13,14-pentaaza-6,9-methanonaphtho[1,8-ab]heptalene-14-carboxylate